C(C)(C)(C)OC(=O)N1CCC(CC1)C1=CC=CC=2N(C(N(C21)C)=O)C2C(NC(CC2)=O)=O tert-butyl-4-[1-(2,6-dioxo-3-piperidyl)-3-methyl-2-oxo-benzimidazol-4-yl]piperidine-1-carboxylate